1-((1R,3R)-3-fluorocyclopentyl)-3-(6-methoxy-2-methylpyridin-3-yl)-7-(trifluoromethyl)-2,3-dihydroquinazolin-4(1H)-one F[C@H]1C[C@@H](CC1)N1CN(C(C2=CC=C(C=C12)C(F)(F)F)=O)C=1C(=NC(=CC1)OC)C